C(CC#C)NC(=O)C1=CC2=CC=CC(=C2C=C1)C1=CC=C(C=C1)C(F)(F)F N-(but-3-yn-1-yl)-5-(4-(trifluoromethyl)phenyl)-2-naphthamide